(R)-8-(1-aminoethyl)-3-cyclopropyl-6,7-difluoro-2-(tetrahydro-2H-pyran-4-yl)quinazolin-4(3H)-one N[C@H](C)C=1C(=C(C=C2C(N(C(=NC12)C1CCOCC1)C1CC1)=O)F)F